(Z)-7-((1R,2S,3R,4R)-4-(((2-amino-3-bromoquinolin-7-yl)amino)methyl)-2,3-dihydroxycyclopentyl)-1,7-dihydro-4H-pyrrolo[2,3-d]pyrimidin-4-one O-methyl oxime CO\N=C/1\C2=C(NC=N1)N(C=C2)[C@H]2[C@@H]([C@@H]([C@H](C2)CNC2=CC=C1C=C(C(=NC1=C2)N)Br)O)O